2-(1-methylpyrazol-4-yl)-5-propyl-3H-imidazo[2,1-b]purin-4-one CN1N=CC(=C1)C1=NC=2N3C(N(C(C2N1)=O)CCC)=NC=C3